CCCCCCCCCCCCN n-laurylamine